7-bromo-3,3-dibutyl-5-(4-fluorophenyl)-8-methoxy-2,3,4,5-tetrahydro-1,5-benzothiazepine 1,1-dioxide BrC=1C(=CC2=C(N(CC(CS2(=O)=O)(CCCC)CCCC)C2=CC=C(C=C2)F)C1)OC